CC=1C=C(CC2=C(C(NC(N2COCC)=O)=O)C(C)C)C=C(C1)C 6-(3,5-dimethylbenzyl)-1-(ethoxymethyl)-5-isopropyl-uracil